3-(2,7-dimethyl-2H-indazol-5-yl)-N-methyl-N-(2,2,6,6-tetramethylpiperidin-4-yl)[1,3]thiazolo[4,5-c]pyridazin-6-amine CN1N=C2C(=CC(=CC2=C1)C1=CC2=C(N=N1)N=C(S2)N(C2CC(NC(C2)(C)C)(C)C)C)C